2-ethyl-4-methyl-3-propylpentane-1,5-diol C(C)C(CO)C(C(CO)C)CCC